C1(CCCC1)C1=CC=C(C=C1)CC(=N)NO 2-(4-cyclopentylphenyl)-N-hydroxyacetamidine